tert-Butyl(4-iodo-2,6-dimethylphenyl)carbamate C(C)(C)(C)OC(NC1=C(C=C(C=C1C)I)C)=O